(3Z,13E)-3,13-octadecadienylbenzyloxymethyl ether C(C\C=C/CCCCCCCC\C=C\CCCC)C(OCC1=CC=CC=C1)OC(CC\C=C/CCCCCCCC\C=C\CCCC)OCC1=CC=CC=C1